OC1=CC=2NC3=CC=C(C=C3OC2C=C1)O 2,7-dihydroxyphenoxazine